CC(C(=O)C1=CC=CC=C1)(C1=CC=CC=C1)C Dimethylphenyl-acetophenone